N-(3-(5-(2-cyanopyrimidin-5-yl)-1H-pyrrolo[2,3-b]pyridine-3-carbonyl)-2,6-difluorophenyl)propane-1-sulfonamide C(#N)C1=NC=C(C=N1)C=1C=C2C(=NC1)NC=C2C(=O)C=2C(=C(C(=CC2)F)NS(=O)(=O)CCC)F